tert-butyl 6-((2-methyl-6-(trifluoromethyl)pyridin-3-yl)sulfonyl)-2,6-diazaspiro[3.3]heptane-2-carboxylate CC1=NC(=CC=C1S(=O)(=O)N1CC2(CN(C2)C(=O)OC(C)(C)C)C1)C(F)(F)F